3,3'-dihydroxyl-[1,1'-biphenyl]-4,4'-dicarboxylic acid OC=1C=C(C=CC1C(=O)O)C1=CC(=C(C=C1)C(=O)O)O